(4-ethynyl-2-hydroxycyclopentyl)pyrrolidine-2-carboxamide C(#C)C1CC(C(C1)N1C(CCC1)C(=O)N)O